N2-[(3R)-1-pyridazin-3-ylpyrrolidin-3-yl]1,3,4-thiadiazole-2,5-diamine N1=NC(=CC=C1)N1C[C@@H](CC1)NC=1SC(=NN1)N